5-fluoro-2-[(2S)-pentan-2-yloxy]benzoic acid FC=1C=CC(=C(C(=O)O)C1)O[C@@H](C)CCC